racemic-N-(4-(4-(4-fluorophenyl)-4-hydroxyazepan-1-yl)-2,6-dimethylphenyl)-3,3-dimethylbutanamide FC1=CC=C(C=C1)[C@@]1(CCN(CCC1)C1=CC(=C(C(=C1)C)NC(CC(C)(C)C)=O)C)O |r|